C(CCC)[B-](C1=CC=CC2=CC=CC=C12)(C1=CC=CC2=CC=CC=C12)C1=CC=CC2=CC=CC=C12.C(CCCCC)N1C=[N+](C=C1)C 1-hexyl-3-methylimidazolium butyl-tris(1-naphthyl)borate